FC=1C(=NC(=NC1)N[C@H]1[C@@H](COCC1)O)C=1C=C2C(=C(C=NC2=CC1)C1(CCCC1)O)C(C)C (3S,4R)-4-((5-fluoro-4-(3-(1-hydroxycyclopentyl)-4-isopropylquinolin-6-yl)pyrimidin-2-yl)amino)tetrahydro-2H-pyran-3-ol